[Rn].[Ra] radium radon